stannum-cobalt [Co].[Sn]